O=C1NC(CCC1N1C(C2=CC=CC(=C2C1=O)N1CCCCC1)=O)=O 1-[2-(2,6-dioxopiperidin-3-yl)-1,3-dioxo-2,3-dihydro-1H-isoindol-4-yl]piperidin